3-(2,2-diphenylacetyl)-3,8-diazabicyclo[3.2.1]octane-2-carboxylic acid C1(=CC=CC=C1)C(C(=O)N1C(C2CCC(C1)N2)C(=O)O)C2=CC=CC=C2